CO[C@H]1CN([C@@H](C=2C=CC=NC12)C)C=O ((5R,8S)-8-methoxy-5-methyl-7,8-dihydro-1,6-naphthyridin-6(5H)-yl)methanone